(S)-7-(4-(1-(methylsulfonyl)-piperidin-4-yl)phenyl)-N-(morpholin-2-ylmethyl)pyrido[3,4-B]pyrazin-5-amine p-toluenesulfonate CC1=CC=C(C=C1)S(=O)(=O)O.CS(=O)(=O)N1CCC(CC1)C1=CC=C(C=C1)C1=CC=2C(=NC=CN2)C(=N1)NC[C@@H]1CNCCO1